ClC=1C=C(C=CC1)N(C(=O)C1OC(C(C(C1OC)N1N=NC(=C1)C1=CC(=C(C(=C1)F)F)F)O)CO)[C@@H]1[C@H](CCC1)O N-(3-chlorophenyl)-5-hydroxy-N-((1S,2S)-2-hydroxycyclopentyl)-6-(hydroxymethyl)-3-methoxy-4-(4-(3,4,5-trifluorophenyl)-1H-1,2,3-triazol-1-yl)tetrahydro-2H-pyran-2-carboxamide